C(C)(C)(C)OC(=O)N1CC=2N=C(N=C(C2C1)NC=1N=CN(C1)C1=CC(=C(C(=C1)OC)OC)OC)N1[C@@H](CCC1)CO (S)-2-(2-(hydroxymethyl)pyrrolidin-1-yl)-4-(1-(3,4,5-trimethoxyphenyl)-1H-imidazol-4-ylamino)-5H-pyrrolo[3,4-d]pyrimidine-6(7H)-carboxylic acid tert-butyl ester